CN1N=C(C(=C1)C(=O)N1CCC2=CC(=CC=C12)S(=O)(=O)Cl)NS(=O)(=O)C 1-(1-methyl-3-(methylsulfonamido)-1H-pyrazole-4-carbonyl)indoline-5-sulfonyl chloride